4-([1,1'-Biphenyl]-4-yl)-2,6-bis(4-iodophenyl)pyridine C1(=CC=C(C=C1)C1=CC(=NC(=C1)C1=CC=C(C=C1)I)C1=CC=C(C=C1)I)C1=CC=CC=C1